N[C@@H]1CN(CCC1)C1=CC(=NC=C1C#CC=1C=NN(C1)C(F)F)NC1=NC(=NC=C1)C1=C(C=CC=C1F)CO (S)-(2-(4-((4-(3-aminopiperidin-1-yl)-5-((1-(difluoromethyl)-1H-pyrazol-4-yl)ethynyl)pyridin-2-yl)amino)pyrimidin-2-yl)-3-fluorophenyl)methanol